NC1=C2C(=NC=N1)N(N=C2C2=CC=C(C=C2)OC2=CC=CC=C2)C2CCN(CC2)C2CCN(CC2)CCN2CCN(CC2)C2=CC=C(C=C2)NC2C(NC(CC2)=O)=O 3-((4-(4-(2-(4-(4-amino-3-(4-phenoxyphenyl)-1H-pyrazolo[3,4-d]pyrimidin-1-yl)-[1,4'-bipiperidin]-1'-yl)ethyl)piperazin-1-yl)phenyl)amino)piperidine-2,6-dione